N-((3R,4S)-3-fluoro-1-methylpiperidin-4-yl)-4-methoxy-5-(1-(2,2,2-trifluoroethyl)-1H-benzo[d][1,2,3]triazol-6-yl)pyrrolo[2,1-f][1,2,4]triazin-7-d-2-amine F[C@@H]1CN(CC[C@@H]1NC1=NN2C(C(=N1)OC)=C(C=C2[2H])C=2C=CC1=C(N(N=N1)CC(F)(F)F)C2)C